FC(N1C(C(=CC=C1)NC(=O)C=1C(=CC=2N(C1)C=C(N2)C21COC(C2)(C1)C)OC1COC1)=O)F N-(1-(difluoromethyl)-2-oxo-1,2-dihydropyridin-3-yl)-2-(1-methyl-2-oxabicyclo[2.1.1]hexan-4-yl)-7-(oxetan-3-yloxy)imidazo[1,2-a]pyridine-6-carboxamide